OCC(C(=O)OC)C1=CC(=CC=C1)N1CCN(CC1)C Methyl 3-hydroxy-2-(3-(4-methylpiperazin-1-yl)phenyl)propionate